(R)-2-(((1-(octadecyloxy)-3-(trityl)propan-2-yl)oxy)methyl)benzonitrile C(CCCCCCCCCCCCCCCCC)OC[C@@H](CC(C1=CC=CC=C1)(C1=CC=CC=C1)C1=CC=CC=C1)OCC1=C(C#N)C=CC=C1